C(C1=CC=CC=C1)OC(N[C@H]1CN(CC[C@H]1O)C(=O)C1=CC2=C(N(C(=N2)C2=CC=3C(=NC=CC3)N2CC2CC2)C)C(=C1)OC)=O |r| rac-N-[(3S,4R)-1-{2-[1-(cyclopropylmethyl)-1H-pyrrolo[2,3-b]pyridin-2-yl]-7-methoxy-1-methyl-1H-1,3-benzodiazole-5-carbonyl}-4-hydroxypiperidin-3-yl]carbamic acid benzyl ester